ClC1=C(C=C(C(=C1)F)N=C=O)C1=NOC(C1)(C(=O)OCC)C ethyl 3-(2-chloro-4-fluoro-5-isocyanato-phenyl)-5-methyl-4H-isoxazole-5-carboxylate